C(C)C1=CC=C(C(=O)N(C2=CC(=CC=C2)N(CC=2N=CN(C2)COCC[Si](C)(C)C)C)CC(C)C)C=C1 4-ethyl-N-isobutyl-N-[3-[methyl-[[1-(2-trimethylsilylethoxymethyl)imidazol-4-yl]methyl]amino]phenyl]benzamide